(2-((2R,3R,4S,5S,6R)-6-((9H-fluoren-2-yl)oxy)-3,4,5-triacetoxytetrahydro-2H-pyran-2-yl)ethyl)(2,6-difluorobenzyl)phosphinic acid C1=C(C=CC=2C3=CC=CC=C3CC12)O[C@@H]1[C@H]([C@H]([C@@H]([C@H](O1)CCP(O)(=O)CC1=C(C=CC=C1F)F)OC(C)=O)OC(C)=O)OC(C)=O